2-(4-(bis(isopropylthio)methyl)-2-methoxyphenoxy)-1-(4-p-toluenesulfonylpiperazin-1-yl)ethan-1-one C(C)(C)SC(C1=CC(=C(OCC(=O)N2CCN(CC2)S(=O)(=O)C2=CC=C(C)C=C2)C=C1)OC)SC(C)C